2,2,2,4'-tetrafluoroacetophenone FC(C(=O)C1=CC=C(C=C1)F)(F)F